C1(CC1)C(=O)N1CCN(CC1)CC1=CN=C2C=C(C(NC2=C1)=O)CC 7-((4-(cyclopropanecarbonyl)piperazin-1-yl)methyl)-3-ethyl-1,5-naphthyridin-2(1H)-one